C(C)(C)(C)C1=CC(=NN1CC1COC1)N=C=S 5-(tert-butyl)-3-isothiocyanato-1-(oxetan-3-ylmethyl)-1H-pyrazole